ClC1=CN=C(S1)NC(C1=C(C=CC=C1)O)=O N-(5-chlorothiazol-2-yl)-2-hydroxybenzamide